ethyl 3-oxo-3-phenyl-propionate O=C(CC(=O)OCC)C1=CC=CC=C1